2-methyl-4-oxoazetidine CC1NC(C1)=O